N-(((2R,7aS)-2-fluorotetrahydro-1H-pyrrolizin-7a(5H)-yl)methyl)-2-iodo-3-(2,2,2-trifluoroethyl)benzo[b]thiophen-7-amine F[C@@H]1C[C@@]2(CCCN2C1)CNC1=CC=CC2=C1SC(=C2CC(F)(F)F)I